BrC=1C=C2C(=CC(=NC2=CC1)C(F)(F)F)NCC1(CN(C1)S(=O)(=O)N)C1=CC=C(C=C1)F 3-(((6-bromo-2-(trifluoromethyl)quinolin-4-yl)amino)methyl)-3-(4-fluorophenyl)azetidine-1-sulfonamide